Cl.CN1N=C2C=C(C=CC2=C1)O 2-methylindazol-6-ol hydrochloride